N-(4-(2,5-difluorophenyl)piperidin-4-yl)-4-(trifluoromethoxy)benzene-sulfonamide FC1=C(C=C(C=C1)F)C1(CCNCC1)NS(=O)(=O)C1=CC=C(C=C1)OC(F)(F)F